(S)-1-(4-(4-fluorobenzo[d]thiazol-2-yl)-6,7-dihydro-1H-imidazo[4,5-c]pyridin-5(4H)-yl)-3-(thiazol-2-yl)propan-1-one FC1=CC=CC2=C1N=C(S2)[C@H]2N(CCC1=C2N=CN1)C(CCC=1SC=CN1)=O